(R)-(1-nitrosopiperidin-3-yl)carbamic acid tert-butyl ester C(C)(C)(C)OC(N[C@H]1CN(CCC1)N=O)=O